FC1=C(C=CC=C1)N(C(CCCCCNC(=O)NCC1=CC=C(C=C1)OC)=O)C N-(2-fluorophenyl)-6-(3-(4-methoxybenzyl)ureido)-N-methylhexanamide